8-(6-methoxypyridin-3-yl)-6-(2,3,3a,7a-tetrahydrobenzofuran-6-yl)pteridin-7(8H)-one COC1=CC=C(C=N1)N1C(C(=NC=2C=NC=NC12)C1=CC2C(CCO2)C=C1)=O